N[C@H]1CN(CCC1)C(=O)C1=CC2=C(N(C(=N2)C=2N(C3=CC=C(C=C3C2)F)CC)C)C=C1 (R)-(3-Aminopiperidin-1-yl)(2-(1-ethyl-5-fluoro-1H-indol-2-yl)-1-methyl-1H-benzo[d]imidazol-5-yl)methanon